benzo[d]thiazole-2(3H)-thione S1C(NC2=C1C=CC=C2)=S